cyanoacetic acid propyl ester C(CC)OC(CC#N)=O